ClC1=CC2=C(N(C(=N2)CN2CCC(CC2)C2=NC(=CC=C2)OCC2=C(C=C(C=C2)Cl)F)C)C=C1C(=O)O 5-chloro-2-[(4-{6-[(4-chloro-2-fluorobenzyl)oxy]pyridin-2-yl}piperidin-1-yl)methyl]-1-methyl-1H-benzimidazole-6-carboxylic acid